[Na+].[Na+].[Na+].[Na+].N(C(C(=O)[O-])CC(=O)[O-])C(C(=O)[O-])CC(=O)[O-] iminodisuccinic acid tetrasodium salt